4H-3,1-benzoxazin N1=COCC2=C1C=CC=C2